2-[2-(5-methylfuran-2-yl)vinyl]-4,6-bis(tris-chloromethyl)s-triazine CC1=CC=C(O1)C=CC1=NC(=NC(=N1)C(Cl)(Cl)Cl)C(Cl)(Cl)Cl